CN1N=NC(=C1NC(O[C@H](C)C=1N=C(SC1Cl)Cl)=O)C1=NC(=C(C=C1)NS(=O)(=O)C)C (R)-1-(2,5-dichloro-thiazol-4-yl)ethyl (1-methyl-4-(6-methyl-5-(methyl-sulfonamido)pyridin-2-yl)-1H-1,2,3-triazol-5-yl)carbamate